C(CC)C1=CC2=C(OCCCO2)C=C1 7-propyl-2H,4H-1,5-benzodioxepin